2-(2,6-dichlorophenyl)-5-((4-(piperidin-4-yloxy)phenyl)amino)-2H-1,2,3-triazole-4-carboxamide ClC1=C(C(=CC=C1)Cl)N1N=C(C(=N1)C(=O)N)NC1=CC=C(C=C1)OC1CCNCC1